(3S,3aS)-1-chloro-3-((phenylsulfonyl)methyl)tetrahydro-1H,3H-pyrrolo[1,2-c][1,3,2]oxazaphosphole ClP1O[C@@H]([C@H]2N1CCC2)CS(=O)(=O)C2=CC=CC=C2